(aminomethyl)-5-bromo-2-chloronicotinonitrile NCC1=NC(=C(C#N)C=C1Br)Cl